2-[(2S)-1,4-Dioxan-2-ylmethyl]-N-[2-(4-methylpyridin-2-yl)ethyl]-8-(trifluoromethyl)-4,5-dihydro-2H-furo[2,3-g]indazol-7-carboxamid O1[C@H](COCC1)CN1N=C2C3=C(CCC2=C1)OC(=C3C(F)(F)F)C(=O)NCCC3=NC=CC(=C3)C